FC(OC1=C(C=C(C=C1)C=1N=C2N(C=CC=C2)C1CC)F)F 2-(4-(difluoromethoxy)-3-fluorophenyl)-3-ethylimidazo[1,2-a]pyridine